COC=1C=C(C(=O)OCOC(N(CC=2SC(=NN2)C)C2=NC(=NC(=C2)OC[C@@H]2[C@H](C2)C2=NC=C(C=C2)C)C)=O)C=CC1 ({(2-Methyl-6-{[(1S,2S)-2-(5-methylpyridin-2-yl)cyclopropyl]methoxy}pyrimidin-4-yl)[(5-methyl-1,3,4-thiadiazol-2-yl)methyl]carbamoyl}oxy)methyl 3-methoxybenzoate